[Cl-].NC1CC(C1)NCC[N+](C)(C)C 2-[(3-aminocyclobutyl)amino]ethyl-trimethyl-ammonium chloride